NC=1N=C(C2=C(N1)C(=NN2CC2=C(C=C(C=N2)C2CCN(CC2)C(=O)OC(C)(C)C)OC)C)N[C@H](CCO[Si](C2=CC=CC=C2)(C2=CC=CC=C2)C(C)(C)C)CCC tert-butyl (S)-4-(6-((5-amino-7-((1-((tert-butyldiphenylsilyl)oxy)hexan-3-yl)amino)-3-methyl-1H-pyrazolo[4,3-d]pyrimidin-1-yl)methyl)-5-methoxypyridin-3-yl)piperidine-1-carboxylate